N,N'-di-methyl-N,N'-dinitrosoterephthalamide CN(C(C1=CC=C(C(=O)N(N=O)C)C=C1)=O)N=O